2-methyl-6,7-dihydrospiro[cyclopenta[e]pyrazolo[1,5-a]pyrimidine-8,1'-cyclopropane]-6-carboxamide CC1=NN2C(N=CC3=C2C2(CC2)CC3C(=O)N)=C1